7-chloro-6-fluoro-imidazo[1,2-a]pyridine ClC1=CC=2N(C=C1F)C=CN2